4-((8-bromooctyl)oxy)-2,2,6,6-tetraMethyl-piperidineAcrylic acid 2-decyl-1-tetradecyl ester C(CCCCCCCCC)C(COC(C=CN1C(CC(CC1(C)C)OCCCCCCCCBr)(C)C)=O)CCCCCCCCCCCC